(R)-4-((3,3-Dimethylazetidin-1-yl)sulfonyl)-N-(6-(2-methylmorpholino)pyridin-2-yl)-2-(6-azaspiro[2.5]octan-6-yl)benzamide CC1(CN(C1)S(=O)(=O)C1=CC(=C(C(=O)NC2=NC(=CC=C2)N2C[C@H](OCC2)C)C=C1)N1CCC2(CC2)CC1)C